(R)-3-methyl-4-(6-methyl-2-(1H-pyrrolo[2,3-b]pyridin-4-yl)pyrimidin-4-yl)morpholine C[C@H]1N(CCOC1)C1=NC(=NC(=C1)C)C1=C2C(=NC=C1)NC=C2